ClC=1C=C(C=C(C1)Cl)C1=NOC(O1)(C(=O)O)C(F)(F)F 3-(3,5-dichlorophenyl)-5-(trifluoromethyl)-1,4,2-dioxazole-5-carboxylic acid